C(C)NCC(=O)C1=CC=CC=C1 2-(Ethylamino)-1-phenylethan-1-one